ClC=1C(=CC(N(N1)CC1=C(C(=CC=C1C)OC)C)=O)C1=CCCC1 6-chloro-5-(cyclopent-1-en-1-yl)-2-(3-methoxy-2,6-dimethylbenzyl)pyridazin-3(2H)-one